N-(3-chloro-5-(methylsulfonamido)phenyl)-1-(2,2-difluoroethyl)-5-(5-fluoropyridin-2-yl)-1H-pyrrole-3-carboxamide ClC=1C=C(C=C(C1)NS(=O)(=O)C)NC(=O)C1=CN(C(=C1)C1=NC=C(C=C1)F)CC(F)F